C(CCCCCCC)C1CCC(CC1)NC(=O)CC(C(CC(=O)NC1CCC(CC1)CCCCCCCC)C(=O)NC1CCC(CC1)CCCCCCCC)C(=O)NC1CCC(CC1)CCCCCCCC 1,2,3,4-butanetetracarboxylic acid tetrakis(4-n-octylcyclohexylamide)